C(C)(C)(C)OC(=O)NCCCC[C@@H](C)N1C(=NC2=C1C(=CC=C2)C=2N=NN(C2)C)NC(=O)C=2C=C(C(=O)OC(C)(C)C)C=CC2 tert-butyl (R)-3-((1-(6-((tert-butoxycarbonyl)amino)hexan-2-yl)-7-(1-methyl-1H-1,2,3-triazol-4-yl)-1H-benzo[d]imidazol-2-yl)carbamoyl)benzoate